2-amino-1-(3-methoxy-2,6-dimethyl-phenyl)-5,6-dimethyl-pyrrolo[2,3-b]pyridine-3-carboxamide NC1=C(C=2C(=NC(=C(C2)C)C)N1C1=C(C(=CC=C1C)OC)C)C(=O)N